N,N-dimethyl-2-{2-[(5-{2-[(6-oxopiperidin-3-yl)oxy]pyrimidin-4-yl}-1,3-thiazol-2-yl)({[2-(trimethylsilyl)ethoxy]methyl})amino]pyrimidin-5-yl}acetamide CN(C(CC=1C=NC(=NC1)N(COCC[Si](C)(C)C)C=1SC(=CN1)C1=NC(=NC=C1)OC1CNC(CC1)=O)=O)C